C(C#C)O[C@H]1[C@@H](O[C@@H]([C@H]1O)CO)N1C(=O)NC(=O)C=C1 (O-propargyl)-uridine